(2S,3R)-1-[7-chloro-8-fluoro-2-(methylsulfanyl)pyrido[4,3-d]pyrimidin-5-yl]-3-fluoro-2-methylpyrrolidine ClC1=C(C=2N=C(N=CC2C(=N1)N1[C@H]([C@@H](CC1)F)C)SC)F